N-(6-(4-fluoro-1H-imidazol-1-yl)-1-(4-fluorophenyl)-1H-pyrazolo[3,4-d]pyrimidin-4-yl)-5-nitrothiophene-2-carboxamide FC=1N=CN(C1)C1=NC(=C2C(=N1)N(N=C2)C2=CC=C(C=C2)F)NC(=O)C=2SC(=CC2)[N+](=O)[O-]